(Z)-1-chloro-2,3,3-trifluoroprop-1-ene Cl\C=C(\C(F)F)/F